CC1=NN(C=N1)CC[Si](OCC)(OCC)OCC 3-Methyl-1-[2-(triethoxysilyl)ethyl]-1,2,4-triazole